F[P-](F)(F)(F)(F)F.N1(N=NC2=C1N=CC=C2)O[P+](N2CCCC2)(N2CCCC2)N2CCCC2 7-azabenzotriazole-1-yl-oxytris(pyrrolidino)phosphonium hexafluorophosphate